(2R,3R,4R,5S)-1-(2,6-difluoro-4-(trifluoromethyl)phenethyl)-2-methylpiperidine-3,4,5-triol FC1=C(CCN2[C@@H]([C@H]([C@@H]([C@H](C2)O)O)O)C)C(=CC(=C1)C(F)(F)F)F